(1S,2R)-2'-(5-fluoro-2-((1-(methylsulfonyl)piperidin-4-yl)amino)pyrimidin-4-yl)-2,3',5'-trimethylspiro[cyclopentane-1,6'-thieno[2,3-c]pyrrol]-4'(5'H)-one FC=1C(=NC(=NC1)NC1CCN(CC1)S(=O)(=O)C)C1=C(C2=C([C@@]3(N(C2=O)C)[C@@H](CCC3)C)S1)C